3-(2-((2-(2,6-dioxo-piperidin-3-yl)-1,3-dioxoisoindolin-4-yl)oxy)acetamido)-N-((8-hydroxy-5-methylquinolin-7-yl)(pyridin-3-yl)-methyl)propan-amide O=C1NC(CCC1N1C(C2=CC=CC(=C2C1=O)OCC(=O)NCCC(=O)NC(C=1C=NC=CC1)C1=CC(=C2C=CC=NC2=C1O)C)=O)=O